Methyl 6-(4-aminophenyl)hexanoate NC1=CC=C(C=C1)CCCCCC(=O)OC